BrCCCCCC[NH3+] 6-bromohexylammonium